CC1=CC=C(C=C1)S(=O)(=O)O.C(CCC)N1CC=CC=C1 N-butylpyridine p-methylbenzenesulfonate salt